5-(2,2'-dichloro-3'-(6-methoxy-5-((3-methoxyazetidin-1-yl)methyl)pyridin-2-yl)-[1,1'-biphenyl]-3-yl)-3-methoxy-2-((3-methoxyazetidin-1-yl)methyl)pyrazine ClC1=C(C=CC=C1C=1N=C(C(=NC1)CN1CC(C1)OC)OC)C1=C(C(=CC=C1)C1=NC(=C(C=C1)CN1CC(C1)OC)OC)Cl